B(=O)OC1=C(C=CC=C1)NC(C)=O o-acetamidophenyl boranate